5-(4-(3-(azepan-1-yl)phenyl)piperazine-1-carbonyl)-3-fluoro-2-hydroxybenzaldehyde N1(CCCCCC1)C=1C=C(C=CC1)N1CCN(CC1)C(=O)C=1C=C(C(=C(C=O)C1)O)F